CC=1C(=C(C=CC1)C(C1=CC=CC=C1)=[Hf](C1C2=CC(=CC=C2C=2C=CC(=CC12)C)C)C1C=CC=C1)C dimethyl-diphenylmethylene(cyclopentadienyl)(2,7-dimethylfluoren-9-yl)hafnium